C(C)(C)C1=C(C=CC=C1)C1=NC=C(C(=N1)NCC1CCC(CC1)C=1N(C=C(N1)C(F)(F)F)C)OC 2-(2-Isopropylphenyl)-5-methoxy-N-(((1R,4R)-4-(1-methyl-4-(trifluoromethyl)-1H-imidazol-2-yl)cyclohexyl)methyl)pyrimidin-4-amine